(R or S)-2-Chloro-4-(4-(cyclopropanecarbonyl)-3-methylpiperazin-1-yl)pyrimidine-5-carbonitrile ClC1=NC=C(C(=N1)N1C[C@H](N(CC1)C(=O)C1CC1)C)C#N |o1:9|